I.I.Cl.Cl dihydrochloride, dihydroiodide